FC(N1N=C(N=N1)[C@H](N1CCN(CC1)C(=O)C1=NC=CC(=C1)C=1OC2=C(N1)C=C(C=C2)C=2C(=NNC2C)C)C2=CC=CC=C2)F |r| (R/S)-(4-((2-(difluoromethyl)-2H-tetrazol-5-yl)(phenyl)methyl)piperazin-1-yl)(4-(5-(3,5-dimethyl-1H-pyrazol-4-yl)benzo[d]oxazol-2-yl)pyridin-2-yl)methanone